C1(CC1)N1N=CC(=C1)[C@@H]1OCC[C@@H](C1)C1=CC=2C(=NC(N(C2)C)C(F)(F)F)C(=N1)C1=C(C=C(C=C1)F)F 6-((2R,4S)-2-(1-cyclopropyl-1H-pyrazol-4-yl)tetrahydro-2H-pyran-4-yl)-8-(2,4-difluorophenyl)-3-methyl-2-(trifluoromethyl)pyrido[3,4-d]pyrimidin